C(C)(C)(C)C1=CC=C(C=C1)N1C2=NN=C(N2C=2C=NC3=CC=C(C=C3C12)C=1C=CC(=NC1)NCCOC)CC 5-[16-(4-tert-butylphenyl)-12-ethyl-8,11,13,14,16-pentaazatetracyclo[8.6.0.02,7.011,15]Hexadec-1(10),2,4,6,8,12,14-heptaen-4-yl]-N-(2-methoxyethyl)pyridin-2-amine